2-[2-chloro-4-(4-chlorophenyl)-5-[2-(difluoromethyl)pyridin-4-yl]-1H-imidazol-1-yl]-1-{2-methyl-2,7-diazaspiro[3.5]nonan-7-yl}ethan-1-one ClC=1N(C(=C(N1)C1=CC=C(C=C1)Cl)C1=CC(=NC=C1)C(F)F)CC(=O)N1CCC2(CN(C2)C)CC1